C(COCCOCCOCCOCC#C)NC(OCC1=CC=CC=C1)=O benzyl 3,6,9,12-tetraoxapentadec-14-yn-1-ylcarbamate